4,5-dimethyl-2-(4,4,5,5-tetramethyl-1,3,2-dioxaborolan-2-yl)phenol CC1=CC(=C(C=C1C)O)B1OC(C(O1)(C)C)(C)C